Br.[N+](=O)([O-])C1=CC=C(CNC23CC4CC(CC(C2)C4)C3)C=C1 N-(4-nitrobenzyl)-1-adamantanamine hydrobromide